O[C@@H]1[C@](OC[C@H]([C@H]1O)O)(CO)OCCCC(C(=O)N)CCCCCC\C=C/CCCCCCCC (3-(((2R,3S,4R,5R)-3,4,5-trihydroxy-2-(hydroxymethyl)tetrahydro-2H-pyran-2-yl)oxy)propyl)oleamide